ClC1=CC=C(C(=N1)NC(OC1CCCCC1)=O)C cyclohexyl (6-chloro-3-methylpyridin-2-yl)carbamate